N-[[6-(tert-butylcarbamoyl)-6-azaspiro[2.5]octan-2-yl]methyl]furo[2,3-c]pyridine-2-carboxamide C(C)(C)(C)NC(=O)N1CCC2(C(C2)CNC(=O)C2=CC=3C(=CN=CC3)O2)CC1